N-(3,5-Dimethoxyphenyl)-N-(4-fluorobenzyl)-2-((triisopropylsilyl)ethynyl)thiazole-5-carboxamide COC=1C=C(C=C(C1)OC)N(C(=O)C1=CN=C(S1)C#C[Si](C(C)C)(C(C)C)C(C)C)CC1=CC=C(C=C1)F